ClC=1C=C2C(=C(NC2=CC1)C(=O)NCCNS(=O)(=O)C1=CC(=CC=C1)F)S(=O)(=O)C1=CC(=CC(=C1)C)C 5-chloro-3-((3,5-dimethylphenyl)sulfonyl)-N-(2-((3-fluorophenyl)sulfonamido)ethyl)-1H-indole-2-carboxamide